2-(1,3-dioxo-2,3-dihydro-1H-isoindol-2-yl)acetaldehyde O=C1N(C(C2=CC=CC=C12)=O)CC=O